4-((6-(trifluoromethyl)quinolin-4-yl)oxy)piperidine-1-carboxylic acid tert-butyl ester C(C)(C)(C)OC(=O)N1CCC(CC1)OC1=CC=NC2=CC=C(C=C12)C(F)(F)F